C(C)C(C(=O)O)(CC)N (S)-2-ethyl-aminobutyric acid